hydroxymethyl-propylene glycol OCC(C(C)O)O